C(C=C)C(C(=O)O)CCCC.C(CCCCC)(=O)OCC=C allyl caproate (allyl caproate)